N1=C(C=CC=C1)N1C(C=2CCC(CC2C=N1)C1=C(C=CC=C1)C)=O 2-(pyridin-2-yl)-6-(o-tolyl)-5,6,7,8-tetrahydrophthalazin-1(2H)-one